COC=1C=CC=2C3=C(C=NC2N1)N=CN=C3N3CCC(CCC3)CN (1-(8-methoxypyrimido[4,5-c][1,8]naphthyridin-1-yl)azepan-4-yl)methylamine